C(C)(C)(C)C1=CC=C(CSC=2C(=NC(=CC2)Cl)C(=O)O)C=C1 3-((4-(tertiary butyl)benzyl)thio)-6-chloropicolinic acid